FC1=C(C(=CC=C1)F)NC1=CC(=NC=N1)NC1=CC=C(OC[C@@H](CN(C)C)O)C=C1 (2R)-1-[4-({6-[(2,6-Difluorophenyl)amino]-4-pyrimidinyl}amino)phenoxy]-3-(dimethylamino)-2-propanol